C(C)(C)(C)OC(=O)N[C@H](C(=O)OC)CC1=CC(=CC=C1)C1(CC1)B1OC(C(O1)(C)C)(C)C methyl (2S)-2-[(tert-butoxycarbonyl)amino]-3-{3-[1-(4,4,5,5-tetramethyl-1,3,2-dioxaborolan-2-yl)cyclopropyl]phenyl}propanoate